3-(4,4-Difluoropiperidin-1-yl)-6-(4-methoxyphenyl)-5-methyl-2-phenylpyrazolo[1,5-a]pyrimidin-7(4H)-one FC1(CCN(CC1)C=1C(=NN2C1NC(=C(C2=O)C2=CC=C(C=C2)OC)C)C2=CC=CC=C2)F